2-(2-(difluoromethoxy)phenyl)-5-methyl-1H-pyrrole-3-carboxylic acid FC(OC1=C(C=CC=C1)C=1NC(=CC1C(=O)O)C)F